ClC=1C=C(C=CC1OCOC)C=1SC=C(N1)CC(=O)NCC(=O)O (2-(2-(3-CHLORO-4-(METHOXYMETHOXY)PHENYL)THIAZOL-4-YL)ACETYL)GLYCINE